phenyl (8-chloro-[1,2,4]triazolo[4,3-a]pyridin-6-yl)carbamate ClC=1C=2N(C=C(C1)NC(OC1=CC=CC=C1)=O)C=NN2